(S)-3-(1-((4-((diethylamino)methyl)phenoxy)methyl)-4-oxo-4H-thieno[3,4-c]pyrrol-5(6H)-yl)piperidine-2,6-dione C(C)N(CC)CC1=CC=C(OCC=2SC=C3C2CN(C3=O)[C@@H]3C(NC(CC3)=O)=O)C=C1